methyl 4-((cyclohexylmethyl)(methoxycarbonyl)amino)-2-methyl-5-phenylpentanoate C1(CCCCC1)CN(C(CC(C(=O)OC)C)CC1=CC=CC=C1)C(=O)OC